5-(2-methyl-2H-indazol-5-yl)-2-{3-[(3S)-3-(prop-2-yl)piperazin-1-yl]-1,2,4-triazin-6-yl}phenol dihydrochloride Cl.Cl.CN1N=C2C=CC(=CC2=C1)C=1C=CC(=C(C1)O)C1=CN=C(N=N1)N1C[C@@H](NCC1)C(C)C